4-(1-methylcyclopropyl)-1H-pyridazin-6-one CC1(CC1)C=1C=NNC(C1)=O